Cl.C(C)(=O)O[C@H](C1=CC(=CC(=C1)OC(C)=O)OC(C)=O)CNC(C)(C)C |r| (+-)-α-[(tert-butylamino)methyl]-3,5-diacetoxybenzyl alcohol acetate hydrochloride